N-(9-octadecenoyl)glutamic acid C(CCCCCCCC=CCCCCCCCC)(=O)N[C@@H](CCC(=O)O)C(=O)O